CC(C(C(C(=O)NC1=CC=CC=C1)=CC1=CC=CC=C1)=O)C 4-methyl-3-oxo-N-phenyl-2-(benzylidene)valeramide